OB1OCC2(C1)CN(CC2)C(=O)OC(C)(C)C tert-butyl 3-hydroxy-2-oxa-7-aza-3-boraspiro[4.4]nonane-7-carboxylate